Dipotassium tetraacetate C(C)(=O)[O-].C(C)(=O)O.C(C)(=O)O.C(C)(=O)[O-].[K+].[K+]